hydroxyethylidene diphosphate potassium salt [K+].O1P(OC1CO)(=O)OP(=O)([O-])[O-].[K+]